BrCC#N 2-bromo-acetonitrile